C[C@@H]1N(C[C@H](N(C1)C(C)C=1C=C2N=CC=NC2=CC1)C)C=1N(N=C2C1N(C(C=C2)=O)CC2=CC=C(C=C2)OC)C2OCCCC2 ((2S,5R)-2,5-dimethyl-4-(1-(quinoxalin-6-yl)ethyl)piperazin-1-yl)-4-(4-methoxybenzyl)-2-(tetrahydro-2H-pyran-2-yl)-2,4-dihydro-5H-pyrazolo[4,3-b]pyridin-5-one